N[C@H]1CS(C2=C(N(C1=O)CC1=CC=C(C=C1)Cl)C=C(C=C2)C=2OC(=NN2)N2CC1(C2)CCC1)(=O)=O (3R)-3-amino-7-[5-(2-azaspiro[3.3]heptan-2-yl)-1,3,4-oxadiazol-2-yl]-5-[(4-chlorophenyl)methyl]-1,1-dioxo-2,3-dihydro-1λ6,5-benzothiazepin-4-one